CC1=C(C=C(C=C1)C)NC(=O)C1(OC(C2=CC=CC=C2C1)=O)C N-(2,5-dimethylphenyl)-3-methyl-1-oxo-3,4-dihydro-1H-isochromene-3-carboxamide